C[Si](C)(C)O[Si](C)(CCCC#N)CCCC#N Bis(cyanopropyl)tetramethyldisiloxane